CN([C@@H](C(C)C)C(=O)OC)C(N([C@@H]1CN(CC1)C(=O)C1[N@@](C1)C(C1=CC=CC=C1)(C1=CC=CC=C1)C1=CC=CC=C1)C)=O methyl N-methyl-N-(methyl((S)-1-((R)-1-tritylaziridine-2-carbonyl)pyrrolidin-3-yl)carbamoyl)-L-valinate